2'-OXO-1H-PYRROLE-3-ACETIC ACID C1=CNC=C1C(=O)C(=O)O